6-(4-Methyl-3,4-dihydro-2H-1,4-benzoxazin-7-yl)-4-oxo-4,5-dihydropyrazolo[1,5-a]pyrazine-2-carboxylic acid CN1CCOC2=C1C=CC(=C2)C=2NC(C=1N(C2)N=C(C1)C(=O)O)=O